C(C)(=O)N[C@H]1[C@@H](C=C(C[C@@H]1NCC=1C=C(C(=CC1)OC)C1=CC=CC=C1)C(=O)O)OC(CC)CC (3R,4R,5S)-4-acetylamino-5-((6-methoxy-[1,1'-biphenyl]-3-yl)methyl)amino-3-(pentan-3-oxy)cyclohex-1-ene-1-carboxylic acid